Glycerin Triacrylate C(C=C)(=O)OCC(OC(C=C)=O)COC(C=C)=O